[Si](C1=CC=CC=C1)(C1=CC=CC=C1)(C(C)(C)C)OCC[C@H](CCO)C (S)-5-((tert-Butyldiphenylsilyl)oxy)-3-methylpentan-1-ol